BrC1=C2C(C(N(C2=CC(=C1)C(=O)NC1=CC=C(C=C1)OC(F)(F)Cl)CCO)=O)(C)C 4-bromo-N-(4-(chlorodifluoromethoxy)phenyl)-1-(2-hydroxyethyl)-3,3-dimethyl-2-oxoindoline-6-carboxamide